N1N=CN=C1CN(C(=O)NC1=CC(=C(C=C1)F)Cl)C(C)C1=CNC(C2=CC=CC=C12)=O 1-((1H-1,2,4-triazol-5-yl)methyl)-3-(3-chloro-4-fluorophenyl)-1-(1-(1-oxo-1,2-dihydroisoquinolin-4-yl)ethyl)urea